2-(6-bromo-pyridin-3-yl)acetonitrile BrC1=CC=C(C=N1)CC#N